C(C)OP(=O)(OCC)C(C(=O)OC(C)(C)C)CC1=NC(=NO1)C1=CC=C(C=C1)CCCCC(F)(F)F tert-butyl 2-(diethoxyphosphoryl)-3-(3-(4-(5,5,5-trifluoropentyl)phenyl)-1,2,4-oxadiazol-5-yl)propanoate